methyl (2S,3S,4S,5R)-3-(5-chloro-3,4-difluoro-2-hydroxyphenyl)-4,5-dimethyl-5-(trifluoromethyl)tetrahydrofuran-2-carboxylate ClC=1C(=C(C(=C(C1)[C@H]1[C@H](O[C@]([C@H]1C)(C(F)(F)F)C)C(=O)OC)O)F)F